CN(C/C=C/C(=O)N1CC2(C1)CN(C2)C=2SC(=CC2)C)C (E)-4-(dimethylamino)-1-(6-(5-methylthiophen-2-yl)-2,6-diazaspiro[3.3]heptan-2-yl)but-2-en-1-one